[Cl-].[Cl-].C(CCCCCCC\C=C/CCCCCCCC)(=O)OCC[NH2+]CC[NH2+]CCOC(CCCCCCC\C=C/CCCCCCCC)=O N,N'-bis{2-[(9Z)-octadec-9-enoyloxy]Ethyl}ethane-1,2-diaminium dichloride